7-((2R,3R,4S,5R)-5-((R)-(3,4-difluorophenyl)(hydroxy)methyl)-3,4-dihydroxytetrahydrofuran-2-yl)-1,7-dihydro-4H-pyrrolo[2,3-d]pyrimidin-4-one O-methyl oxime CON=C1C2=C(NC=N1)N(C=C2)[C@@H]2O[C@@H]([C@H]([C@H]2O)O)[C@H](O)C2=CC(=C(C=C2)F)F